The molecule is an N-acyl-1-O-beta-D-glucosyl-15-methylhexadecasphing-4-enine in which the acyl group has 22 carbons and 0 double bonds and is 2-hydroxylated. It derives from a 15-methylhexadecasphing-4-enine. CCCCCCCCCCCCCCCCCCCCC(C(=O)N[C@@H](CO[C@H]1[C@@H]([C@H]([C@@H]([C@H](O1)CO)O)O)O)[C@@H](/C=C/CCCCCCCCCC(C)C)O)O